C(C1=CC=CC=C1)OC=1C=C(C(=O)OCC)C=CC1 Ethyl 3-(benzyloxy)benzoate